O=S1(N(CC(N1)=O)C=1C(=C(C=CC1O)C1=CC(=NN1)C(C#N)(C)C)F)=O 2-(5-(3-(1,1-dioxido-4-oxo-1,2,5-thiadiazolidin-2-yl)-2-fluoro-4-hydroxyphenyl)-1H-pyrazol-3-yl)-2-methylpropanenitrile